C(C)S(=O)(=O)C1=NN2C(N=CC=C2)=C1C1=NC=C(N=C1)OCC(C(F)(F)F)(F)F 2-(ethylsulfonyl)-3-(5-(2,2,3,3,3-pentafluoropropoxy)pyrazin-2-yl)pyrazolo[1,5-a]pyrimidine